FC(C1=CC=C(C=C1)N1N=NC(=C1COC1=CC=C(N=N1)N1CC(C1)C(=O)NC1=C(C=NC=C1)OC)C)F 1-(6-((1-(4-(Difluoromethyl)phenyl)-4-methyl-1H-1,2,3-triazol-5-yl)methoxy)pyridazine-3-yl)-N-(3-methoxypyridin-4-yl)azetidine-3-carboxamide